1-(tert-butyl) 2-methyl 3-formyl-1H-pyrrole-1,2-dicarboxylate C(=O)C1=C(N(C=C1)C(=O)OC(C)(C)C)C(=O)OC